COC=1C=C(C=C(C1)OC)C1=C(N=C(S1)C=1N=C(SC1)N)C1=CC=CC=C1 (3,5-dimethoxyphenyl)-4-phenyl-[2,4'-bithiazole]-2'-amine